3,4-Dihydroxypropiophenone CCC(=O)C1=CC(=C(C=C1)O)O